(3'-methyl-[2,2'-bipyridine]-3-yl)((1S,4R,6R)-6-((5-(trifluoromethyl)pyridin-2-yl)oxy)-2-azabicyclo[2.2.2]oct-2-yl)methanone CC=1C(=NC=CC1)C1=NC=CC=C1C(=O)N1[C@@H]2[C@@H](C[C@H](C1)CC2)OC2=NC=C(C=C2)C(F)(F)F